2-[2-methyl-4-[1-tetrahydropyran-2-yl-3-(2-triisopropylsilylethynyl)indazol-5-yl]pyrazol-3-yl]oxyprop-an-1-amine CN1N=CC(=C1OC(CN)C)C=1C=C2C(=NN(C2=CC1)C1OCCCC1)C#C[Si](C(C)C)(C(C)C)C(C)C